OC1=C(C(=C(C=2C(C3=CC=CC=C3C(C12)=O)=O)O)O)O 1,2,3,4-tetrahydroxyanthraquinone